(5S)-5-[[3-[2-hydroxy-6-methyl-4-(trifluoromethyl)phenyl]-5,6-dihydropyrrolo[2,3-c]pyridazin-7-yl]methyl]morpholin-3-one OC1=C(C(=CC(=C1)C(F)(F)F)C)C1=CC2=C(N=N1)N(CC2)C[C@H]2COCC(N2)=O